(1S,3S)-3-((6-(5-(((cyclohexyloxy)carbonyl)amino)-1-methyl-1H-1,2,3-triazol-4-yl)-2-methylpyridin-3-yl)oxy)cyclohexane-1-carboxylic acid C1(CCCCC1)OC(=O)NC1=C(N=NN1C)C1=CC=C(C(=N1)C)O[C@@H]1C[C@H](CCC1)C(=O)O